3-methoxy-5,6-dihydrophenanthridine COC=1C=CC=2C3=CC=CC=C3CNC2C1